4-[6-(5-chloro-2-fluorophenyl)-2H,3H,4H-pyrido[3,2-b][1,4]oxazin-8-yl]phenol ClC=1C=CC(=C(C1)C=1C=C(C=2OCCNC2N1)C1=CC=C(C=C1)O)F